FC=1C(=C(C=CC1F)[C@H]1[C@@H](O[C@]([C@H]1C)(C(F)(F)F)C)C(=O)NC=1C=NC(=CC1)[C@H](CO)O)O (2R,3S,4S,5R)-3-(3,4-difluoro-2-hydroxy-phenyl)-N-[6-((R)-1,2-dihydroxyethyl)-3-pyridyl]-4,5-dimethyl-5-(trifluoromethyl)tetrahydrofuran-2-carboxamide